5-[(Z)-2-ethoxyvinyl]-2-(trifluoromethyl)pyrimidine C(C)O\C=C/C=1C=NC(=NC1)C(F)(F)F